C(#N)C=1C=CC(=NC1)COC1=NN=C(S1)NC(C1=CN=C(C=C1C1=C(C=CC=C1)OC)C)=O N-(5-((5-cyanopyridin-2-yl)methoxy)-1,3,4-thiadiazol-2-yl)-4-(2-methoxyphenyl)-6-methylnicotinamide